N1C(=CC=C1)C1=NC(=CC(=N1)O)O 2-(1H-pyrrol-2-yl)pyrimidine-4,6-diol